COC1=CC=C(C=C1)CN1CCOCCC1=O 4-[(4-methoxyphenyl)methyl]-1,4-oxaazepan-5-one